4-(7-azaspiro[3.5]non-2-yl)morpholine hydrochloride Cl.C1C(CC12CCNCC2)N2CCOCC2